methyl 2-(5-bromo-1-oxoisoindolin-2-yl)-2-phenylacetate BrC=1C=C2CN(C(C2=CC1)=O)C(C(=O)OC)C1=CC=CC=C1